6-(cyclopropanecarboxamido)-N-(methyl-d3)-4-((5-methyl-2-(oxetan-3-yl)-4,5-dihydro-2H-pyrazolo[4,3-c]quinolin-6-yl)amino)nicotinamide C1(CC1)C(=O)NC1=NC=C(C(=O)NC([2H])([2H])[2H])C(=C1)NC1=CC=CC=2C=3C(CN(C12)C)=CN(N3)C3COC3